ClC=1C=CC(=C2C=NN(C(C12)=O)C)C(C1CC2(CN(C2)C(=O)OC(C)(C)C)C1)C1COC1 tert-butyl 6-((8-chloro-2-methyl-1-oxo-1,2-dihydrophthalazin-5-yl)(oxetan-3-yl)methyl)-2-azaspiro[3.3]heptane-2-carboxylate